[O-2].[Be+2].[Cu+2].[O-2] copper-beryllium oxide